N1(N=CC=C1)CC=1C=CC(=NC1C)C(=O)O 5-((1H-pyrazol-1-yl)methyl)-6-methylpicolinic acid